(S)-2-((R)-6-fluoroisochroman-1-yl)piperidine 1,3-propylenebis(4-aminobenzoate) C(CCC1=C(C(=O)O)C=CC(=C1)N)C1=C(C(=O)O)C=CC(=C1)N.FC=1C=C2CCO[C@H](C2=CC1)[C@H]1NCCCC1